C(C)OC=1C=C(C=CC1C1=NN=NN1)C1=CC(=NC=N1)NCCN1C(=CC2=C(C=CC(=C12)F)OC)C#N 1-(2-{6-[3-Ethoxy-4-(1H-tetrazol-5-yl)-phenyl]-pyrimidin-4-ylamino}-ethyl)-7-fluoro-4-methoxy-1H-indole-2-carbonitrile